C1(=CC=CC=C1)NCCO N-phenyl-ethanolamine